C(C)OC1=NC(=CC(=C1)C1=CC(=C2C(=N1)N=C(N2)C=2N=CC(=NC2)N2CCCCC2)N(C)CC2(CCCC2)COC)C(F)(F)F 1-(5-{5-[2-Ethoxy-6-(trifluoromethyl)pyridin-4-yl]-7-[{[1-(methoxymethyl)cyclopentyl]methyl}(methyl)amino]-1H-imidazo[4,5-b]pyridin-2-yl}pyrazin-2-yl)piperidin